[[1-(difluoromethyl)cyclopropyl]amino]ammonium chloride [Cl-].FC(C1(CC1)N[NH3+])F